ClC1=CN=C2N1N=C(C=C2)C2=CNC=1N=C(N=CC12)NC1=CC(=NC=C1)N1CCN(CC1)C 5-(3-chloroimidazo[1,2-b]pyridazin-6-yl)-N-(2-(4-methylpiperazin-1-yl)pyridin-4-yl)-7H-pyrrolo[2,3-d]pyrimidin-2-amine